3-{[(4-acetyl-5-methoxypyridin-3-yl)oxy]methyl}-3-fluoroazetidine-1-carboxylic acid tert-butyl ester C(C)(C)(C)OC(=O)N1CC(C1)(F)COC=1C=NC=C(C1C(C)=O)OC